ClC(C(=O)Cl)=C 2-chloroacryloyl chloride